O1C(=NC2=C1C=CC=C2)N[C@H](C(=O)O)CCN(CCCCC2=NC=1NCCCC1C=C2)CCOC (S)-2-(benzo[d]oxazol-2-ylamino)-4-((2-methoxyethyl)(4-(5,6,7,8-tetrahydro-1,8-naphthyridin-2-yl)butyl)amino)butanoic acid